COC1=C(OCCN2CC3=C(C(CC2)(C)C)C=CC(=C3)C3=CC=C(C=C3)C(F)(F)F)C(=CC=C1)OC 2-(2-(2,6-dimethoxyphenoxy)ethyl)-5,5-dimethyl-8-(4-(trifluoromethyl)phenyl)-2,3,4,5-tetrahydro-1H-benzo[c]azepine